C=1(C(=CC=C2C=CC=CC12)C(=O)O)C(=O)O naphthalene-1,2-dicarboxylic acid